FC=1C=C(C=CC1C=1N=C2SC3=C(N2C1)C=C(C(=C3)C(NC)=O)OC)C3CN(CC3)C(=O)OC(C)(C)C tert-butyl 3-(3-fluoro-4-(6-methoxy-7-(methylcarbamoyl)benzo[d]imidazo[2,1-b]thiazol-2-yl)phenyl)pyrrolidine-1-carboxylate